SC(CC(=O)NN=C1C=2C=CC(=CC2CCC1)OCCCC(=O)ON1C(CCC1=O)=O)(C)C 2,5-dioxopyrrolidin-1-yl 4-((5-(2-(3-mercapto-3-methylbutanoyl)hydrazono)-5,6,7,8-tetrahydronaphthalen-2-yl)oxy)butanoate